lead tin-antimony-copper [Cu].[Sb].[Sn].[Pb]